OCCN1C(OCC1)C(CCC)C 3-(2-Hydroxyethyl)-2-(1-Methylbutyl)oxazolidin